2-(3-{6,6-difluoro-4-azaspiro[2.4]heptane-4-carbonyl}-4H,5H,6H,7H-pyrazolo[1,5-a]pyrazine-5-carbonyl)-1H-indole FC1(CN(C2(CC2)C1)C(=O)C=1C=NN2C1CN(CC2)C(=O)C=2NC1=CC=CC=C1C2)F